methyl 3-(benzyloxy)-4-methylbenzoate C(C1=CC=CC=C1)OC=1C=C(C(=O)OC)C=CC1C